CC1CCCC=2C=CC=C(C12)C1=CC=2N=CN=C(C2C=N1)O 7-(8-methyl-5,6,7,8-tetrahydronaphthalen-1-yl)pyrido[4,3-d]pyrimidin-4-ol